C(#N)[C@H](C=O)[C@H]1CN(CC1)C(=O)OC(C)(C)C tert-butyl (S)-3-((R)-1-cyano-2-oxoethyl)pyrrolidine-1-carboxylate